FC(C=1C(=C(C=CC1)[C@@H](C)NC=1C=2C(N=C(N1)C)=C(C(N(C2)C2(CC2)CF)=O)N2[C@H](COCC2)CF)F)F 4-(((R)-1-(3-(difluoromethyl)-2-fluorophenyl)ethyl)amino)-6-(1-(fluoromethyl)cyclopropyl)-8-((R)-3-(fluoromethyl)morpholinyl)-2-methylpyrido[4,3-d]pyrimidine-7(6H)-one